5-(3-amino-2-fluorobenzyl)-3,4-difluoro-2-((2-fluoro-4-iodophenyl)amino)-N-allylbenzamide NC=1C(=C(CC=2C(=C(C(=C(C(=O)NCC=C)C2)NC2=C(C=C(C=C2)I)F)F)F)C=CC1)F